methyl 3-amino-4-hydroxy-benzoate NC=1C=C(C(=O)OC)C=CC1O